(R)-N-((S)-(3,5-dimethylphenyl)(2-((diphenylphosphanyl)methyl)-1-(phenyl-sulfonyl)-1H-indol-3-yl)methyl)-2-methylpropane-2-sulfinamide CC=1C=C(C=C(C1)C)[C@H](N[S@](=O)C(C)(C)C)C1=C(N(C2=CC=CC=C12)S(=O)(=O)C1=CC=CC=C1)CP(C1=CC=CC=C1)C1=CC=CC=C1